(4S)-7-chloro-6-(2,6-difluorophenyl)-2,4-dimethyl-8-(trifluoromethyl)-4H-[1,2,4]triazolo[1,5-a][1,4]benzodiazepine ClC1=C(C=CC2=C1C(=N[C@H](C=1N2N=C(N1)C)C)C1=C(C=CC=C1F)F)C(F)(F)F